(S)-1-benzyl-N-(5-methyl-4-oxo-2,3,4,5-tetrahydropyrido[3,2-b][1,4]oxazepin-3-yl)-1H-1,2,3-triazole-4-carboxamide C(C1=CC=CC=C1)N1N=NC(=C1)C(=O)N[C@@H]1C(N(C2=C(OC1)C=CC=N2)C)=O